ethyl 5-tert-butoxycarbonylamino-[1,2,3]thiadiazole-4-carboxylate C(C)(C)(C)OC(=O)NC1=C(N=NS1)C(=O)OCC